C(C)OC(C=CC=CCCCCC)=O decadienoic acid ethyl ester